N-[5-[5-cyano-2-[[(2S)-6,6-dimethylmorpholin-2-yl]methoxy]phenyl]pyrazolo[1,5-a]pyridin-2-yl]cyclopropanecarboxamide C(#N)C=1C=CC(=C(C1)C1=CC=2N(C=C1)N=C(C2)NC(=O)C2CC2)OC[C@@H]2CNCC(O2)(C)C